C(CCC(=O)[O-])(=O)OCCCCCC(C)C iso-octyl succinate